5-((4-(4-methylthiazol-5-yl)benzyl)carbamoyl)pyrrolidin-3-yl 2,5,8,11,14,17,20,23,26,29,32,35,38,41,44,47,50,53,56,59,62,65,68-tricosaoxahenheptacontan-71-oate COCCOCCOCCOCCOCCOCCOCCOCCOCCOCCOCCOCCOCCOCCOCCOCCOCCOCCOCCOCCOCCOCCOCCC(=O)OC1CNC(C1)C(NCC1=CC=C(C=C1)C1=C(N=CS1)C)=O